ClC=1C(=C2C=NNC2=C(C1F)N(C)C1CC1)C=1N=CC=2N(C1)C=CN2 6-(5-chloro-7-(cyclopropyl(methyl)amino)-6-fluoro-1H-indazol-4-yl)imidazo[1,2-a]pyrazin